Racemic-2-(3-{2-[1,4-dioxan-2-yl]ethoxy}pyridin-4-yl)-3-(3-fluoro-2-methoxyanilino)-1,5,6,7-tetrahydro-4H-pyrrolo[3,2-c]pyridin-4-one O1[C@@H](COCC1)CCOC=1C=NC=CC1C1=C(C=2C(NCCC2N1)=O)NC1=C(C(=CC=C1)F)OC |r|